N-{5-[6-Ethynyl-5-(morpholin-4-yl)pyridin-3-yl]-2-fluoro-4-methylphenyl}-4-fluoro-3-(2-fluoropropan-2-yl)benzamide C(#C)C1=C(C=C(C=N1)C=1C(=CC(=C(C1)NC(C1=CC(=C(C=C1)F)C(C)(C)F)=O)F)C)N1CCOCC1